(Z)-1-(2-(benzo[d]-oxazol-2-ylamino)-1-methyl-1H-benzo[d]-imidazol-5-yl)-2,2,2-trifluoroethan-1-one oxime O1C(=NC2=C1C=CC=C2)NC2=NC1=C(N2C)C=CC(=C1)/C(/C(F)(F)F)=N/O